S(=O)(=O)(C1=CC=C(C)C=C1)N1C=C(C=2C1=NC=CC2)C2=NNC=N2 3-(1-tosyl-1H-pyrrolo[2,3-b]pyridin-3-yl)-1H-1,2,4-triazol